propylene glycol mono-n-pentyl ether C(CCCC)OCC(C)O